2-(5-{[(1R,2R,3S,5S)-2-fluoro-8-azabicyclo[3.2.1]octan-3-yl](methyl)amino}pyrazin-2-yl)-5-(1H-indazol-4-yl)phenol F[C@@H]1[C@H]2CC[C@@H](C[C@@H]1N(C=1N=CC(=NC1)C1=C(C=C(C=C1)C1=C3C=NNC3=CC=C1)O)C)N2